(S)-methyl 3-(2-(2-(methoxymethoxy)phenyl)-6a,7,9,10-tetrahydro-5H-pyrazino[1',2':4,5]pyrazino[2,3-c]pyridazin-8(6H)-yl)propanoate COCOC1=C(C=CC=C1)C=1C=C2C(=NN1)NC[C@@H]1N2CCN(C1)CCC(=O)OC